7-bromo-5-fluoro-3,4-dihydronaphthalen-1(2H)-one oxime BrC1=CC(=C2CCCC(C2=C1)=NO)F